O=C1NC(CCC1N1C(C2=CC=CC(=C2C1=O)CO[C@@H]1CNCCC1)=O)=O 2-(2,6-dioxopiperidin-3-yl)-4-((((S)-piperidin-3-yl)oxy)methyl)isoindoline-1,3-dione